tert-Butyl 4-(7-amino-[1,2,4]triazolo[1,5-a]pyridin-6-yl)piperidine-1-carboxylate NC1=CC=2N(C=C1C1CCN(CC1)C(=O)OC(C)(C)C)N=CN2